[Si](C1=CC=CC=C1)(C1=CC=CC=C1)(C(C)(C)C)OCCO 2-(tert-butyldiphenylsilanyloxy)ethanol